C(C)(C)(C)C=1N(C=C(N1)C)CC1=CC=C(C=C1)C1=C(SC(=C1)CC(C)C)S(=O)(=O)NC(OC)=O Methyl ((3-(4-((2-(tert-butyl)-4-methyl-1H-imidazol-1-yl)methyl)phenyl)-5-isobutylthiophen-2-yl)sulfonyl)carbamate